((3-fluoro-1H-indazol-5-yl)ethynyl)-N-((tetrahydrofuran-2-yl)methyl)-[2,4'-bipyrimidin]-2'-amine FC1=NNC2=CC=C(C=C12)C#CC1=NC(=NC=C1)C1=NC(=NC=C1)NCC1OCCC1